FC1=CC=C(C=C1)N1C(N(C(C2=C1N(C(C=C2NCC=2OC=CC2)=O)C)=O)C2=CC=C(C=C2)F)=O 1,3-bis(4-fluorophenyl)-5-[(furan-2-ylmethyl)amino]-8-methylpyrido[2,3-d]pyrimidine-2,4,7(1H,3H,8H)-trione